ethyl 2-(1,3-benzothiazol-2-yl)acetate S1C(=NC2=C1C=CC=C2)CC(=O)OCC